N-(4,4-difluorocyclohexyl)-2-(methylthio)-6-(2-oxa-6-azaspiro[3.3]heptan-6-yl)pyrimidin-4-amine FC1(CCC(CC1)NC1=NC(=NC(=C1)N1CC2(COC2)C1)SC)F